COC1=NC=C(C2=C1N=C(S2)NC(=O)N2CC(CC2)COC)C2CCOCC2 3-Methoxymethyl-pyrrolidine-1-carboxylic acid [4-methoxy-7-(tetrahydro-pyran-4-yl)-thiazolo[4,5-c]pyridin-2-yl]-amide